O=C1NC(CCC1N1C(C2=CC=C(C=C2C1)NC(=O)N1C[C@@H](C2=C(C=CC=C12)C(F)(F)F)COC)=O)=O (3R)-N-(2-(2,6-dioxopiperidin-3-yl)-1-oxoisoindolin-5-yl)-3-(methoxymethyl)-4-(trifluoromethyl)indoline-1-carboxamide